ClC=1C=C(C=CC1C=1N(C2=NC=NC(=C2N1)OC1(CC1)C)CC1=NC=CC(=C1)C)C(=O)N1CCOCC1 (3-chloro-4-(6-(1-methylcyclopropoxy)-9-((4-methylpyridin-2-yl)methyl)-9H-purin-8-yl)phenyl)(morpholino)methanone